dimercaptotrithiane SC1(CSSSC1)S